4-chloro-1-(1-(4-(pyridin-3-yl)-1H-1,2,3-triazol-1-yl)ethyl)pyridin-2(1H)-one ClC1=CC(N(C=C1)C(C)N1N=NC(=C1)C=1C=NC=CC1)=O